1-(4'-((2-methoxyethoxy)methyl)-[1,1'-biphenyl]-4-yl)cyclopropanecarboxylic acid COCCOCC1=CC=C(C=C1)C1=CC=C(C=C1)C1(CC1)C(=O)O